N,N-bis{4-(2-phenyl-benzooxazol-6-yl)-phenyl}-amine C1(=CC=CC=C1)C=1OC2=C(N1)C=CC(=C2)C2=CC=C(C=C2)NC2=CC=C(C=C2)C2=CC1=C(N=C(O1)C1=CC=CC=C1)C=C2